ethyl 2-(6-methoxy-1-oxoisoindolin-2-yl)-3-methylbutanoate COC1=CC=C2CN(C(C2=C1)=O)C(C(=O)OCC)C(C)C